{3,6-dimethoxy-2-[2,4,6-tris(propan-2-yl)phenyl]phenyl}[bis(2-methylpropan-2-yl)]phosphine COC=1C(=C(C(=CC1)OC)P(C(C)(C)C)C(C)(C)C)C1=C(C=C(C=C1C(C)C)C(C)C)C(C)C